FC=1C(=C(C=CC1F)[C@H]1[C@@H](S[C@](C1)(C(F)(F)F)C)C(=O)NC1=CC(=CC=C1)C=O)OC (2R,3S,5R)-3-(3,4-difluoro-2-methoxyphenyl)-N-(3-formylphenyl)-5-methyl-5-(trifluoromethyl)tetrahydrothiophene-2-carboxamide